BrC=1C=C(C=CC1OC(F)F)N1N=C(C(=C1CC)C(=O)OCC)C ethyl 1-[3-bromo-4-(difluoromethoxy) phenyl]-5-ethyl-3-methyl-pyrazole-4-carboxylate